C1(CC1)C([C@H](C=1OC2=C(N1)C=C(C=C2)CN2C(N[C@@H](C2)C(F)(F)F)=O)NC(=O)C2=CC=NN2C(C)C)C2CC2 N-((R)-2,2-dicyclopropyl-1-(5-(((S)-2-oxo-4-(trifluoro-methyl)imidazolidin-1-yl)methyl)benzo[d]oxazol-2-yl)ethyl)-1-isopropyl-1H-pyrazole-5-carboxamide